C1(CC1)C1=CC(=C(C=C1)NC1=CC(=NC=C1C(=O)NOCC)NC1=NC(=CC=C1)C)N(S(=O)(=O)C)C 4-((4-cyclopropyl-2-(N-meth-yl-methanesulfonamido)phenyl)amino)-N-ethoxy-6-((6-methyl-pyridin-2-yl)amino)-nicotinamide